N[C@H](C=1N=C2N(N=C(C(=C2)[C@@H](COC)N2C(N[C@@H](C2)C(F)(F)F)=O)[2H])C1)C1CCC(CC1)(F)F (S)-1-((S)-1-(2-((S)-amino(4,4-difluorocyclohexyl)methyl)imidazo[1,2-b]pyridazin-7-yl-6-d)-2-methoxyethyl)-4-(trifluoromethyl)imidazolidin-2-one